C(C)(C)(C)OC(=O)N1CC2(C(N(C=3C=NC=4C=C(C(=CC4C32)Br)F)C)=O)C1 8'-Bromo-7'-fluoro-3'-methyl-2'-oxo-2',3'-dihydrospiro[azetidine-3,1'-pyrrolo[2,3-c]quinoline]-1-carboxylic acid tert-butyl ester